2-(tert-butyl) 3-ethyl 8-(((trifluoromethyl) sulfonyl) oxy)-2-azaspiro[4.5]dec-7-ene-2,3-dicarboxylate FC(S(=O)(=O)OC1=CCC2(CC(N(C2)C(=O)OC(C)(C)C)C(=O)OCC)CC1)(F)F